C([C@@H]1[C@H]([C@H]([C@@H](O1)NC2=C(C(=O)NC(=N2)N)N)O)O)OP(=O)([O-])[O-] The molecule is dianion of 2,5-diamino-4-hydroxy-6-(5-phosphoribosylamino)pyrimidine. It has a role as a Saccharomyces cerevisiae metabolite. It is a conjugate base of a 2,5-diamino-4-hydroxy-6-(5-phosphoribosylamino)pyrimidine. It is a tautomer of a 2,5-diamino-6-(1-D-ribosylamino)pyrimidin-4(3H)-one 5'-phosphate(2-).